CC(=C[C@H]1C([C@@H]1C(=O)OCC1=C(C(=CC(=C1Br)F)F)Br)(C)C)C 2,6-dibromo-3,5-difluorobenzyl (1R)-trans-3-(2-methyl-1-propenyl)-2,2-dimethylcyclopropanecarboxylate